(3s,4r)-1-methyl-4-fluoropiperidin-3-amine CN1C[C@@H]([C@@H](CC1)F)N